(3S)-7-bromo-2,3-dihydro-2-oxo-5-(2-pyridyl)-1H-1,4-benzodiazepine BrC=1C=CC2=C(C(=NCC(N2)=O)C2=NC=CC=C2)C1